(R)-N,1-diethyl-N-(2,2,2-trifluoro-1-(4-fluorophenyl)ethyl)-1H-pyrazolo[4,3-b]pyridine-3-sulfonamide C(C)N(S(=O)(=O)C1=NN(C=2C1=NC=CC2)CC)[C@@H](C(F)(F)F)C2=CC=C(C=C2)F